C(O)(=O)OC1CC(CCC1C(C)C)C menthol-carbonate